[5-[5-[4-chloro-3-[cyclopropyl(methyl)carbamoyl] phenyl]isoxazol-3-yl]-1-methyl-4-(trifluoromethyl)pyrazol-3-yl]1,1,1,2,3,3,3-heptafluoropropane-2-sulfonate ClC1=C(C=C(C=C1)C1=CC(=NO1)C1=C(C(=NN1C)OS(=O)(=O)C(C(F)(F)F)(C(F)(F)F)F)C(F)(F)F)C(N(C)C1CC1)=O